N[C@H](C(=O)NC1=CC=C(C=C1)[C@H](CNC(OC(C)(C)C)=O)O)C tert-butyl ((R)-2-(4-((S)-2-aminopropanamido)phenyl)-2-hydroxyethyl)carbamate